C(C)(C)(C)OC(=O)N1CC2=C(C=C(C=C2CC1)C#N)F 6-cyano-8-fluoro-3,4-dihydroisoquinoline-2(1H)-carboxylic acid tert-butyl ester